FC=1C=C2C=NC(=NC2=CC1C1=C(C2=C(OCCN2)N=C1)C)NC1=CC=C(C=C1)[C@H](C(=O)NC)C |o1:29| (R or S)-2-(4-{[6-fluoro-7-(8-methyl-2,3-dihydro-1H-pyrido[2,3-b][1,4]oxazin-7-yl)quinazolin-2-yl]amino}phenyl)-N-methylpropanamide